3-hydroxy-4-(5H-imidazo[5,1-a]isoindol-5-yl)-N-methylpiperidine-1-sulfonamide OC1CN(CCC1C1N2C(C3=CC=CC=C13)=CN=C2)S(=O)(=O)NC